C(C1=CC=CC=C1)(=O)N[C@H](C(=O)O)[C@H](CC)C (2S,3S)-2-Benzoylamino-3-methyl-pentanoic acid